OC(CC1C2C=CC(C1)C2)(C(F)(F)F)C(F)(F)F 2-(2-hydroxy-2-trifluoromethyl-3,3,3-trifluoropropyl)bicyclo[2.2.1]Hept-5-ene